1,2-dihydropyrazin N1CC=NC=C1